1-benzyl-4-(fluoromethyl)pyrrolidin-2-one platinum (II) Dichloride [Pt](Cl)Cl.C(C1=CC=CC=C1)N1C(CC(C1)CF)=O